Diethylaminoethyl methacrylate (diethylaminoethyl methacrylate) C(C)N(CC)CCC=C(C(=O)O)C.C(C(=C)C)(=O)OCCN(CC)CC